COC(=O)[C@@H]1N(CCN(C1)C1=CC=CC=C1)C(=O)OC(C)(C)C (R)-4-phenyl-piperazine-1,2-dicarboxylic acid 1-tert-butyl 2-methyl ester